(1R,3S,4R)-2-((R)-2-chloro-9-hydroxy-9H-fluorene-9-carbonyl)-N-((S)-1-cyano-2-((S)-2-oxopiperidin-3-yl)ethyl)-5,5-difluoro-2-azabicyclo[2.2.2]octane-3-carboxamide ClC1=CC=2[C@](C3=CC=CC=C3C2C=C1)(C(=O)N1[C@H]2CC([C@@H]([C@H]1C(=O)N[C@@H](C[C@H]1C(NCCC1)=O)C#N)CC2)(F)F)O